N1CC=NC(C1)=O pyrazin-5(1H)-one